hydroxy-1-methylspiro[indoline-2,3'-(3H)-naphtho(2,1-b)-1,4-oxazine] OC1=NC2=C(OC13N(C1=CC=CC=C1C3)C)C=CC3=CC=CC=C32